ClC1=C2C(=NC=C1C1=C(C(=CC=C1)C(N(C)C)=O)F)NCC21CC(CC1)(C(=O)N)C 4'-Chloro-5'-(3-(dimethylcarbamoyl)-2-fluorophenyl)-3-methyl-1',2'-dihydrospiro[cyclopentane-1,3'-pyrrolo[2,3-b]pyridine]-3-carboxamide